O=C(C(=O)O)CC=CCC(=O)O 2-oxo-hept-4-ene-1,7-dioic acid